C(C)(C)N(P(OCCC#N)OC1CCC(CC1)N(C=1C=NC(=NC1)C=C)C)C(C)C 2-cyanoethyl (4-(methyl(2-vinylpyrimidin-5-yl)amino)cyclohexyl) diisopropylphosphoramidite